FC1(CN(CC1)S(=O)(=O)C)CO (3-fluoro-1-(methylsulfonyl)pyrrolidin-3-yl)methanol